divinyl-ethylene glycol diacrylate C(C=C)(=O)OC(C(C=C)OC(C=C)=O)C=C